2-(4'-acryloyloxybutyl)phenylpropene C(C=C)(=O)OCCCCC1=C(C=CC=C1)C=CC